α-[[(trans-4-Methylcyclohexyl)amino]methyl]benzenemethanol C[C@@H]1CC[C@H](CC1)NCC(O)C1=CC=CC=C1